(difluoro(2-(((3S,6S,10aS)-3-((1-isopropyl-1H-pyrazol-4-yl)(methyl)carbamoyl)-5-oxodecahydropyrrolo[1,2-a]azocin-6-yl)carbamoyl)benzo[b]thiophen-5-yl)methyl)phosphonic acid FC(C1=CC2=C(SC(=C2)C(N[C@H]2CCCC[C@@H]3N(C2=O)[C@@H](CC3)C(N(C)C=3C=NN(C3)C(C)C)=O)=O)C=C1)(F)P(O)(O)=O